N1(CCOCC1)C(=O)N1[C@@H](COC2=C(C1)C=CC(=C2)C(=O)OC)C=2C=NC=CC2 Methyl (R)-4-(morpholine-4-carbonyl)-3-(pyridin-3-yl)-2,3,4,5-tetrahydrobenzo[f][1,4]oxazepine-8-carboxylate